COC(NC=1N=C(C2=C(N1)C=NN2CC2=C(C=C(C=C2)CO)OC)NCC2=NOC(=C2)C)=O (1-(4-(hydroxymethyl)-2-methoxybenzyl)-7-(((5-methylisoxazol-3-yl)methyl)amino)-1H-pyrazolo[4,3-d]Pyrimidin-5-yl)carbamic acid methyl ester